NC1=NC=CC2=C1C(=NN2C)C2=CC(=C(C=C2)NS(=O)(=O)C(F)F)OCC2=CC=C(C=C2)F N-(4-{4-amino-1-methyl-1H-pyrazolo[4,3-c]pyridin-3-yl}-2-[(4-fluorophenyl)methoxy]phenyl)-1,1-difluoromethanesulfonamide